(R)-N1-benzyl-N1-((trimethylsilyl)methyl)propane-1,2-diamine C(C1=CC=CC=C1)N(C[C@@H](C)N)C[Si](C)(C)C